ClC=1C(=NC(=NC1)NC=1C=NN(C1)CC1=CC=C(C=C1)[N+](=O)[O-])C1=NNC2=CC=CC=C12 5-chloro-4-(1H-indazol-3-yl)-N-(1-(4-nitrobenzyl)-1H-pyrazol-4-yl)pyrimidin-2-amine